5-((4-((3-bromo-1H-indazol-1-yl)methyl)-6-fluoro-1H-indol-5-yl)oxy)-2-fluorobenzimidamide BrC1=NN(C2=CC=CC=C12)CC1=C2C=CNC2=CC(=C1OC=1C=CC(=C(C(N)=N)C1)F)F